(R)-5-(2-(3,6-difluoropyridin-2-yl)pyrrolidin-1-yl)-3-(1H-pyrazol-1-yl)pyrazolo[1,5-a]pyrimidine FC=1C(=NC(=CC1)F)[C@@H]1N(CCC1)C1=NC=2N(C=C1)N=CC2N2N=CC=C2